ditert-butyl disulfide C(C)(C)(C)SSC(C)(C)C